(Z)-4-(((1r,4r)-4-(2-(dibenzylamino)ethoxy)cyclohexyl)oxy)but-2-enoate C(C1=CC=CC=C1)N(CCOC1CCC(CC1)OC\C=C/C(=O)[O-])CC1=CC=CC=C1